5-(2-Methoxyethyl)-2-(piperidin-4-yl)-1,3-benzoxazole COCCC=1C=CC2=C(N=C(O2)C2CCNCC2)C1